dimethyl-1-(4-methylbenzimidazol-1-yl)isoquinoline CC1=C(N=C(C2=CC=CC=C12)N1C=NC2=C1C=CC=C2C)C